FC1(CNCCC1N1C(SC(=C1C)COC=1C=CC2=C(C=C(O2)C)C1)C)F N-(3,3-difluoropiperidin-4-yl)-5-((2,4-dimethylthiazol-5-yl)methoxy)-2-methylbenzofuran